CNC(=O)C1=NC=C(N=C1)N1C(NC2=C1C=CC=C2)=O n-methyl-5-(2-oxo-2,3-dihydro-1H-benzo[d]imidazol-1-yl)pyrazine-2-carboxamide